OC1=NC(=CN=C1CC(C)C)CC(C)C 2-hydroxy-3,6-diisobutyl-pyrazine